C(=O)C=1C(=NC=CC1)[C@@H]1N(CC[C@H](C1)C(F)(F)F)C(=O)OC(C)(C)C |r| rac-tert-Butyl (2R,4R)-2-(3-formylpyridin-2-yl)-4-(trifluoromethyl)piperidine-1-carboxylate